C([C@H](O)C1=CC=CC=C1)(=O)OC |r| Methyl (rac)-mandelate